1,1'-dimethyl-4,4'-bipyridine hexafluorophosphate F[P-](F)(F)(F)(F)F.CN1C=CC(C=C1)=C1C=CN(C=C1)C